BrC1=C(C=C(C=C1)F)C(F)(F)F 2-bromo-5-fluorobenzotrifluoride